C(C)(C)(C)C1(CC=C(C=C1C(C)(C)C)C)O 1,6-ditert-butyl-4-methylphenol